3'-O-(4,4-dimethoxytrityloxy)-2'-O-methyl-N2-isobutyrylguanosine COC1(CC=C(C(C2=CC=CC=C2)(C2=CC=CC=C2)OO[C@H]2[C@H]([C@@H](O[C@@H]2CO)N2C=NC=3C(=O)NC(NC(C(C)C)=O)=NC23)OC)C=C1)OC